(R)-1-(2,5-difluoropyridin-3-yl)ethyl (1-methyl-4-(5-(2-methyloxazole-5-carboxamido) pyridin-2-yl)-1H-1,2,3-triazol-5-yl)carbamate CN1N=NC(=C1NC(O[C@H](C)C=1C(=NC=C(C1)F)F)=O)C1=NC=C(C=C1)NC(=O)C1=CN=C(O1)C